ClC=1C=CC(=NC1)O[C@@H]1CN(CC1)C=1C(=NC(=CC1)C1=C(C=CC=C1)C)CO (S)-(3-(3-(5-Chloropyridin-2-yloxy)pyrrolidin-1-yl)-6-o-tolylpyridin-2-yl)methanol